3,4-diamino-4-oxobut-1-yn NC(C#C)C(=O)N